BrC1=CC2=C(N=C(N=C2C)NC)N2C1=NCC2 6-bromo-N,4-dimethyl-8,9-dihydroimidazo[1',2':1,6]pyrido[2,3-d]pyrimidin-2-amine